1H-benzo[d][1,2,3]triazol N1N=NC2=C1C=CC=C2